ClC=1C=2C(=CNC2C2=C(C1)CN(S(N2)(=O)=O)CC2CCNCC2)Cl 6,7-dichloro-3-(piperidin-4-ylmethyl)-1,3,4,9-tetrahydro-[1,2,6]thiadiazino[4,3-g]indole 2,2-dioxide